(S)-1-(5-methoxy-1H-indol-1-yl)-2-propanol COC=1C=C2C=CN(C2=CC1)C[C@H](C)O